C(\C=C\CCCCCCCCCC)=O (E)-2-TRIDECENAL